3-ethyl-4-methyl-7-palmitoyloxycoumarin C(C)C=1C(OC2=CC(=CC=C2C1C)OC(CCCCCCCCCCCCCCC)=O)=O